(1R,2S,5S)-3-(tert-Butoxycarbonyl)tetrahydro-3-azaspiro[bicyclo[3.1.0]hexane-6,4'-pyran]-2-carboxylic acid C(C)(C)(C)OC(=O)N1[C@@H]([C@@H]2[C@H](C1)C21CCOCC1)C(=O)O